CC(CC1=CC(CC1)=O)CCC=CCC 3-(2-methyloctan-5-en-1-yl)cyclopent-2-en-1-one